[Cr](=O)(=O)([O-])[O-].[Cr+3].[Cr](=O)(=O)([O-])[O-].[Cr](=O)(=O)([O-])[O-].[Cr+3] chromium (chromate)